Hexanoyl-Carnitine C(CCCCC)(=O)C(O)(C[N+](C)(C)C)CC([O-])=O